ClC=1C=C(C=CC1)[C@H]1[C@@H](CN(CC1)C(=O)C1=CC=CC=2N1C=NC2)NC(C(C(C)(C)C)O)=O N-((3S,4S)-4-(3-chlorophenyl)-1-(imidazo[1,5-a]pyridine-5-carbonyl)piperidin-3-yl)-2-hydroxy-3,3-dimethylbutanamide